FC1C(OC2=NC=C(C=C21)C=O)(C)C Fluoro-2,2-dimethyl-2,3-dihydrofuro[2,3-b]pyridine-5-carbaldehyde